COCCOCC(=S)N 2-(2-methoxyethoxy)thioacetamide